ClC1=C(C=CC=C1)CC(=O)NC=1C=C(C2=CN(N=C2C1)CC1=CC=C(C=C1)C)S(N)(=O)=O 2-(2-chlorophenyl)N-(2-(4-methylbenzyl)-4-sulfamoyl-2H-indazol-6-yl)acetamide